2,6-diphenyl-methyl-4-methylaniline (5-(2,4-dioxotetrahydropyrimidin-1(2H)-yl)-4-fluoropyridin-2-yl)methyl-methanesulfonate O=C1N(CCC(N1)=O)C=1C(=CC(=NC1)CCS(=O)(=O)O)F.C1(=CC=CC=C1)C1=C(NC)C(=CC(=C1)C)C1=CC=CC=C1